quinolinecarboxylate zinc [Zn+2].N1=C(C=CC2=CC=CC=C12)C(=O)[O-].N1=C(C=CC2=CC=CC=C12)C(=O)[O-]